CN1CC(CC1)CNC1=NC(=NC(=N1)N)C1=CC=C2C=NN(C2=C1)C1OCCCC1 N2-[(1-methylpyrrolidin-3-yl)methyl]-6-(1-tetrahydropyran-2-ylindazol-6-yl)-1,3,5-triazine-2,4-diamine